(4-(1H-indol-3-yl)pyrimidin-2-yl)-2-methoxy-N4-methyl-5-nitro-N4-(2-(pyrrolidin-1-yl)ethyl)benzene-1,4-diamine N1C=C(C2=CC=CC=C12)C1=NC(=NC=C1)C=1C(=C(C=C(C1N(CCN1CCCC1)C)[N+](=O)[O-])N)OC